[N+](=[N-])=CC(CC[C@@H](C(=O)OC(C)C)NC([C@H](C1=CC=C(C=C1)OC)OC)=O)=O isopropyl (S)-6-diazo-2-((S)-2-methoxy-2-(4-methoxyphenyl)acetamido)-5-oxohexanoate